N-(4-((1-methyl-2-((6-morpholinopyridin-2-yl)amino)-1H-benzo[d]imidazol-6-yl)oxy)pyridin-2-yl)acetamide CN1C(=NC2=C1C=C(C=C2)OC2=CC(=NC=C2)NC(C)=O)NC2=NC(=CC=C2)N2CCOCC2